cyclohexanol acetate (cyclohexyl-acetate) C1(CCCCC1)CC(=O)O.C(C)(=O)O.C1(CCCCC1)O